FC1CN(C1)C(CN1N=CC2=NC=C(C=C21)C2=CC(=CC=C2)F)=O 1-(3-Fluoroazetidin-1-yl)-2-[6-(3-fluorophenyl)pyrazolo[4,3-b]pyridin-1-yl]ethanone